OCC1=C(C=CC=C1)C1(C2=CC=CC=C2C=2C=CC=CC12)O 9-[2-(hydroxymethyl)-phenyl]-9-fluorenol